3,4,4-trifluorobut-3-en-1-yl 2-(3,5-bis(trifluoromethyl)-1H-pyrazol-1-yl)propanoate FC(C1=NN(C(=C1)C(F)(F)F)C(C(=O)OCCC(=C(F)F)F)C)(F)F